CN(C1=NC=CC(=C1)N)C N,N-dimethylpyridine-2,4-diamine